(S)-methyl 3-(2-(3-(tert-butoxycarbonylamino)-benzamido)acetamido)-2-(2,6-dichloro-4-morpholinobenzamido)propanoate C(C)(C)(C)OC(=O)NC=1C=C(C(=O)NCC(=O)NC[C@@H](C(=O)OC)NC(C2=C(C=C(C=C2Cl)N2CCOCC2)Cl)=O)C=CC1